(5R,8S)-1-(Difluoromethoxy)-10-(4-methoxyphenyl)-6,7,8,9-tetrahydro-5H-5,8-epiminocyclohepta[c]pyridine FC(OC1=NC=CC2=C1C[C@@H]1CC[C@H]2N1C1=CC=C(C=C1)OC)F